3-(2-isopropoxy-1-((2-(trimethylsilyl)ethoxy)methyl)-1H-imidazol-4-yl)-pyridine C(C)(C)OC=1N(C=C(N1)C=1C=NC=CC1)COCC[Si](C)(C)C